CN1C=C(C2=CC(=CC=C12)N1C(NC(CC1)=O)=O)N1CCN(CC1)C 1-(1-Methyl-3-(4-methylpiperazin-1-yl)-1H-indol-5-yl)dihydropyrimidine-2,4(1H,3H)-dione